CN1[C@H](CCCC1)C(=O)OC(C)(C)C (R)-tert-butyl 1-methylpiperidine-2-carboxylate